(R)-N-(isoquinolin-3-yl)-N-(piperidin-3-yl)-[3,4'-bipyridine]-6-carboxamide C1=NC(=CC2=CC=CC=C12)N(C(=O)C1=CC=C(C=N1)C1=CC=NC=C1)[C@H]1CNCCC1